CS(=O)(=O)CN1C(=NC=C1)C(=O)O ((methylsulfonyl)methyl)-1H-imidazole-2-carboxylic acid